[Cl-].CN(C1=CC=C(C=C1)C=1SC2=C([N+]1C)C=CC(=C2)C)C 2-[4-(Dimethylamino)phenyl]-3,6-dimethyl-1,3-benzothiazol-3-ium chloride